OC1=C(C(N(N=C1C)C)=O)C1=C(COC2=C1C=CC=C2)C 5-hydroxy-2,6-dimethyl-4-(3-methyl-2H-1-benzopyran-4-yl)-3(2H)-pyridazinone